NC1=C(C)C=C(C(=C1CC)N)CC 2,4-diamino-3,5-diethyl-toluene